2,2-bis[3-(4-aminobenzoylamino)-4-hydroxyphenyl]hexafluoropropane [(1S)-1-[[(1S)-1-cyano-2-[(3S)-2-oxopyrrolidin-3-yl]ethyl]carbamoyl]-3-methyl-butyl]carbamate C(#N)[C@H](C[C@H]1C(NCC1)=O)NC(=O)[C@H](CC(C)C)NC(O)=O.NC1=CC=C(C(=O)NC=2C=C(C=CC2O)C(C(F)(F)F)(C(F)(F)F)C2=CC(=C(C=C2)O)NC(C2=CC=C(C=C2)N)=O)C=C1